CNC(=O)C1=C(C=CC=C1)NC(=O)[C@@H]1[C@H]2CCO[C@@H]12 |o1:13,14,18| rel-(1R,5R,6R)-N-[2-[(methylamino)carbonyl]phenyl]-2-oxabicyclo[3.1.0]-hexane-6-carboxamide